(R)-4-((S)-10-Acryloyl-2-fluoro-5-methyl-14-oxo-8,8a,9,10,11,12-hexahydro-7H,14H-pyrazino[1',2':5,6][1,5]diazocino[3,2,1-hi]indol-3-yl)-2-amino-7-fluorobenzo[b]thiophene-3-carbonitrile C(C=C)(=O)N1C[C@H]2N(C(C=3C=C(C(=C4C=C(N(C34)CC2)C)C2=CC=C(C=3SC(=C(C32)C#N)N)F)F)=O)CC1